4-(6-chloropyrimidin-4-yl)phenol ClC1=CC(=NC=N1)C1=CC=C(C=C1)O